O=S1CCC(NC2=C1C=CC=C2)=O 1-oxo-2,3-dihydro-1λ4,5-benzothiazepin-4-one